7-(1,4-dimethyl-1H-pyrazol-5-yl)-5-((R)-3-methylmorpholino)-3-(1H-pyrazol-5-yl)isothiazolo[4,5-b]pyridine 1-oxide CN1N=CC(=C1C1=C2C(=NC(=C1)N1[C@@H](COCC1)C)C(=NS2=O)C2=CC=NN2)C